(4S-cis)-6-formyl-2,2-dimethyl-1,3-dioxane-4-acetic acid tert-butyl ester C(C)(C)(C)OC(C[C@H]1OC(O[C@H](C1)C=O)(C)C)=O